C(CCCCCCCC)(=O)OCC(CO)(CO)CO pentaerythritol monopelargonate